(2R)-2-[benzyl(methyl)amino]-4-methyl-pentan-1-ol C(C1=CC=CC=C1)N([C@@H](CO)CC(C)C)C